[C@@H]12OC[C@@H](N(C1)C1CC(N(CC1)C1=NN(C(=C1)C)C1CC3(CN(C3)C(=O)OC(C)(C)C)C1)(C)C)C2 Tert-butyl 6-(3-(4-((1S,4S)-2-oxa-5-azabicyclo[2.2.1]heptan-5-yl)-2,2-dimethylpiperidin-1-yl)-5-methyl-1H-pyrazol-1-yl)-2-azaspiro[3.3]heptane-2-carboxylate